methoxy-N-methyl-N-isopropyltryptamine COC(N(C(C)C)C)CC1=CNC2=CC=CC=C12